C(C)(C)(C)OC(=O)N1C(CCC1)C=1C=NN(C1C)C (1,5-dimethyl-1H-pyrazol-4-yl)pyrrolidine-1-carboxylic acid tert-butyl ester